C(C)(C)(C)OC(=O)N1CCN(CC1)C1=NC(=CN=C1)C=1SC=C(C1)Br 4-(6-(4-Bromothiophene-2-yl)pyrazin-2-yl)piperazine-1-carboxylic acid tert-butyl ester